N-phenylsulfonyl-N'-methylurea C1(=CC=CC=C1)S(=O)(=O)NC(=O)NC